FC=1C=C(C=CC1)C1SCC(N1C1=C(C=CC=C1)OC)=O 2-(3-Fluorophenyl)-3-(2-methoxyphenyl)thiazolidin-4-one